1-(5-chloro-2-iodophenoxy)-N-((6-fluoropyridin-2-yl)sulfonyl)cyclopropanecarboxamide ClC=1C=CC(=C(OC2(CC2)C(=O)NS(=O)(=O)C2=NC(=CC=C2)F)C1)I